C(C)(C)(C)OC(=O)N1C[C@H](CC1)N1N=C(C(=C1N)C(N)=O)C#CC1=C(C=CC(=C1)C(NC)=O)Cl (S)-3-(5-amino-4-carbamoyl-3-((2-chloro-5-(methylcarbamoyl)phenyl)ethynyl)-1H-pyrazol-1-yl)pyrrolidine-1-carboxylic acid tert-butyl ester